2-decyloxirane C(CCCCCCCCC)C1OC1